N-(4-bromo-3-chloro-5-methoxyphenyl)-4-chlorobutanamide BrC1=C(C=C(C=C1OC)NC(CCCCl)=O)Cl